O=C1NC(CCC1C1=NN(C2=C(C=CC=C12)NC(CCCCCCCN1CCCCC1)=O)C)=O N-(3-(2,6-dioxopiperidin-3-yl)-1-methyl-1H-indazol-7-yl)-8-(piperidin-1-yl)octanamide